C(CCCCCCCCCCCCC)(=O)OCN1C(CCC2=CC=C(C=C12)CCN1CCN(CC1)C1=CC(=CC=2SC=CC21)F)=O (7-(2-(4-(6-fluorobenzo[b]thiophen-4-yl)piperazin-1-yl)ethyl)-2-oxo-3,4-dihydroquinolin-1(2H)-yl)methyl tetradecanoate